5-(5-(3,5-dichlorophenyl)-3-(ethylsulfonyl)pyridin-2-yl)-2-(trifluoromethyl)pyrazolo[1,5-a]pyrimidine ClC=1C=C(C=C(C1)Cl)C=1C=C(C(=NC1)C1=NC=2N(C=C1)N=C(C2)C(F)(F)F)S(=O)(=O)CC